N,N-bis(tert-butyldimethylsilyl)hexenamine [Si](C)(C)(C(C)(C)C)N(C=CCCCC)[Si](C)(C)C(C)(C)C